C(C)(C)SC=1C=C(C=CC1)N1B(C2=C(C(=N1)C)C=CC=C2)O 2-[m-(Isopropylthio)phenyl]-4-methyl-1,2-dihydro-2,3,1-benzodiazaborinin-1-ol